N[C@H](CC1=C(C2=NC(=CC(=C2S1)NCC=1SC=CN1)Cl)Br)C 2-[(2S)-2-aminopropyl]-3-bromo-5-chloro-N-[(1,3-thiazol-2-yl)methyl]thieno[3,2-b]pyridin-7-amine